(E)-N-((5-((hydroxyimino)methyl)-6-(thiazol-4-ylmethoxy)-1-tosyl-1H-indol-2-yl)methyl)-1-methylcyclopropane-1-carboxamide O\N=C\C=1C=C2C=C(N(C2=CC1OCC=1N=CSC1)S(=O)(=O)C1=CC=C(C)C=C1)CNC(=O)C1(CC1)C